C(C1=CC=CC=C1)OC1=C2N=CN(C2=NC(=N1)N1CCOCC1)C1=NC=CC(=C1)C 4-(6-(benzyloxy)-9-(4-methylpyridin-2-yl)-9H-purin-2-yl)morpholine